C(#N)CNC(C1=CC=C(C=C1)C1=NC(=NC=C1)NC1=CC=C(C=C1)N1CCN(CC1)C)=O N-(Cyanomethyl)-4-(2-((4-(4-methylpiperazin-1-yl)phenyl)amino)pyrimidin-4-yl)benzamide